3-(5-((3-azabicyclo[3.1.0]hexane-6-yl)oxy)-1-oxoisoindolin-2-yl)piperidine-2,6-dione C12CNCC2C1OC=1C=C2CN(C(C2=CC1)=O)C1C(NC(CC1)=O)=O